2-(1-(difluoromethyl)cyclohexyl)-N-(4-(6-Fluoro-3,4-dihydroisoquinolin-2(1H)-yl)-2,6-dimethylphenyl)acetamide FC(C1(CCCCC1)CC(=O)NC1=C(C=C(C=C1C)N1CC2=CC=C(C=C2CC1)F)C)F